C1(CCC1)CCNC1CCC=2C=C(C(=C(C2C1)F)N1CC(NS1(=O)=O)=O)O 5-{7-[(2-cyclobutylethyl)amino]-1-fluoro-3-hydroxy-5,6,7,8-tetrahydronaphthalen-2-yl}-1λ6,2,5-thiadiazolidine-1,1,3-trione